tert-Butyl 4-(2-(4-(3-(4-cyano-3-(trifluoromethyl)phenyl)-5,5-dimethyl-4-oxo-2-thioxoimidazolidin-1-yl)-2-ethylphenoxy)ethyl)piperidine-1-carboxylate C(#N)C1=C(C=C(C=C1)N1C(N(C(C1=O)(C)C)C1=CC(=C(OCCC2CCN(CC2)C(=O)OC(C)(C)C)C=C1)CC)=S)C(F)(F)F